(5-cyclopropylpyrimidin-2-yl)-N-(1-(6-oxo-5-(trifluoromethyl)-1,6-dihydropyridin-3-yl)ethoxy)-1,2,3,6-tetrahydropyridin-4-carboxamide C1(CC1)C=1C=NC(=NC1)N1CCC(=CC1)C(=O)NOC(C)C1=CNC(C(=C1)C(F)(F)F)=O